(1S,3S,4S)-2-((3-chlorophenyl)-D-alanyl)-N-((S)-1-cyano-2-((R)-2-oxopiperidin-3-yl)ethyl)-5,5-difluoro-2-azabicyclo[2.2.2]octane-3-carboxamide ClC=1C=C(C=CC1)N[C@H](C)C(=O)N1[C@@H]2CC([C@H]([C@H]1C(=O)N[C@@H](C[C@@H]1C(NCCC1)=O)C#N)CC2)(F)F